(3S,4R)-1-[4-({8-[(2R,3S)-3-[(ethanesulfonyl)meth-yl]-2-methylazetidin-1-yl]-5-(propan-2-yl)isoquinolin-3-yl}amino)pyrimidin-2-yl]-3-fluoro-4-methylpiperidin-4-ol C(C)S(=O)(=O)C[C@@H]1[C@H](N(C1)C=1C=CC(=C2C=C(N=CC12)NC1=NC(=NC=C1)N1C[C@@H]([C@@](CC1)(O)C)F)C(C)C)C